dimethyl-isopropylidene(cyclopentadienyl)(3,6-di-tert-butyl-fluoren-9-yl)hafnium CC(C(C)=[Hf](C1C2=CC=C(C=C2C=2C=C(C=CC12)C(C)(C)C)C(C)(C)C)C1C=CC=C1)C